C(#N)C=1C=C(C(=O)NC=2SC3=NC(=CC=C3N2)C2=CC(=NC=C2)OC)C=CC1 3-cyano-N-(5-(2-methoxypyridin-4-yl)thiazolo[5,4-b]pyridin-2-yl)benzamide